ClC1=C(C=CC=C1)NC(=O)N1[C@@H](CCC1)C=1SC=C(N1)C1=CC=C(C=C1)F (S)-N-(2-chlorophenyl)-2-(4-(4-fluorophenyl)-thiazol-2-yl)pyrrolidine-1-carboxamide